1-(4-Chloro-2,6-dimethylphenyl)propan-2-one ClC1=CC(=C(C(=C1)C)CC(C)=O)C